ClC[Si](O[Si](C)(C)CCl)(C)C 1,3-bis(chloromethyl)-1,1,3,3-tetramethyldisiloxane